Cl.FC1=C(C=C(C=C1)C)C=1C=C2C(=NNC2=CC1)NC(=O)[C@H]1CNCCC1 (3R)-N-[5-(2-fluoro-5-methylphenyl)-1H-indazol-3-yl]piperidine-3-carboxamide hydrochloride